S1C(=NC2=C1C=CC=C2)C=2C(OC=1C(C2)=CC=2C(CCN3CCC(C1C23)(C)C)(C)C)=O 10-(2-benzothiazolyl)-1,1,7,7-tetramethyl-2,3,6,7-tetrahydro-1H,5H,11H-[1]benzopyrano[6,7,8-ij]-quinolizin-11-one